2-((4-fluorophenyl)amino)-N-(4-(4-fluorophenyl)pyridin-3-yl)pyrimidine-4-carboxamide 5-aminoallyluridine-5'-triphosphate P(O)(=O)(OP(=O)(O)OP(=O)(O)O)OC[C@@H]1[C@H]([C@H]([C@@H](O1)N1C(=O)NC(=O)C(=C1)CC=CN)O)O.FC1=CC=C(C=C1)NC1=NC=CC(=N1)C(=O)NC=1C=NC=CC1C1=CC=C(C=C1)F